CCCCCCCCCCCCCCCCCCCCOC[C@H](COP(=O)([O-])OCC[N+](C)(C)C)OC(=O)CCCCCCCCCCC/C=C\C/C=C\CCCCC 1-eicosyl-2-(13Z,16Z-docosadienoyl)-glycero-3-phosphocholine